isobutyronitril C(C(C)C)#N